6-hydroxy-2-methylpyrimidine-4-one OC1=CC(NC(=N1)C)=O